C(C)(=O)[C@@H]1[C@@H]2CC[C@H](CN1C(=O)OCC[Si](C)(C)C)N2C(=O)OC(C)(C)C 8-(tert-butyl) 3-(2-(trimethylsilyl)ethyl) (1S,2S,5R)-2-acetyl-3,8-diazabicyclo[3.2.1]octane-3,8-dicarboxylate